Cyclopropanecarboxylic acid {3-[6-amino-8-(6-oxazol-2-yl-benzo[1,3]dioxol-5-ylsulfanyl)-purin-9-yl]-propyl}-amide NC1=C2N=C(N(C2=NC=N1)CCCNC(=O)C1CC1)SC1=CC2=C(OCO2)C=C1C=1OC=CN1